N1(CCNCC1)CC1CCC2(CCNCC2)CC1 9-(piperazin-1-ylmethyl)-3-azaspiro[5.5]undecane